2-(2-methylimidazol-1-yl)acetonitrile CC=1N(C=CN1)CC#N